CC1=CC=C(C=C1)S(=O)(=O)O.OC(C)C1=NC=CN1C 1-hydroxyethyl-3-methylimidazole p-methylbenzenesulfonate salt